(2-Phenyl-1,3-dioxolan-4-yl) methyloleate CC(C(=O)OC1OC(OC1)C1=CC=CC=C1)CCCCCC\C=C/CCCCCCCC